(3S)-3-({N-[(4-methoxy-1H-indol-2-yl) carbonyl]-L-leucyl}amino)-2-oxo-4-[(3S)-2-oxopyrrolidin-3-yl]butyl bicyclo[1.1.1]pentane-1-carboxylate C12(CC(C1)C2)C(=O)OCC([C@H](C[C@H]2C(NCC2)=O)NC([C@@H](NC(=O)C=2NC1=CC=CC(=C1C2)OC)CC(C)C)=O)=O